N1C[C@H](CC1)C(=O)N1CCN(CC1)C1=CC(=NC2=CC=CC=C12)C(F)(F)F (S)-pyrrolidin-3-yl(4-(2-trifluoromethylquinolin-4-yl)piperazin-1-yl)methanone